ClC1=CC=C(OCC2=NN=C(S2)C2=C(C(=O)N)C(=CC(=N2)C)C2=C(C(=CC=C2OC)F)F)C=C1 (5-((4-chlorophenoxy)methyl)-1,3,4-thiadiazol-2-yl)-4-(2,3-difluoro-6-methoxyphenyl)-6-methylnicotinamide